8-[(1R)-1-[(6-Chloro-2-ethylsulfanyl-3-pyridyl)amino]ethyl]-3,6-dimethyl-2-(2-methylindazol-5-yl)chromen-4-one ClC1=CC=C(C(=N1)SCC)N[C@H](C)C=1C=C(C=C2C(C(=C(OC12)C1=CC2=CN(N=C2C=C1)C)C)=O)C